5-(2-Amino-3-((4-aminophenyl)ethynyl)pyridin-4-yl)-1H-indazol-3-amine NC1=NC=CC(=C1C#CC1=CC=C(C=C1)N)C=1C=C2C(=NNC2=CC1)N